BrC=1C=CC=2C=3C4=C(C=CC3N(C2C1)C1=CC=CC=C1)C=CC=C4 9-bromo-7-phenyl-7H-benzo[c]carbazole